FC1=CC=C(C=C1)C1=CC(=C(C=N1)CNC(C=C)=O)C1=NN(C=C1)CC1=CC(NC=C1)=O N-((6-(4-fluorophenyl)-4-(1-((2-oxo-1,2-dihydropyridin-4-yl)methyl)-1H-pyrazol-3-yl)pyridin-3-yl)methyl)acrylamide